1-(piperidin-4-ylmethyl)-1H-benzo[d]imidazol-2(3H)-one N1CCC(CC1)CN1C(NC2=C1C=CC=C2)=O